tert-butyl 4-((7-((3-((2,6-dimethylphenyl)amino)-1-methyl-1H-pyrazolo[3,4-d]pyrimidin-6-yl)amino)-3,4-dihydroisoquinolin-2(1H)-yl)methyl)piperidine-1-carboxylate CC1=C(C(=CC=C1)C)NC1=NN(C2=NC(=NC=C21)NC2=CC=C1CCN(CC1=C2)CC2CCN(CC2)C(=O)OC(C)(C)C)C